boron monofluorine [F].[B]